4-[4-[7-(Isopropylcarbamoyloxy)-8-hydroxy-4-oxo-chromen-2-yl]phenyl]butyltriphenylphosphonium bromide [Br-].C(C)(C)NC(=O)OC1=CC=C2C(C=C(OC2=C1O)C1=CC=C(C=C1)CCCC[P+](C1=CC=CC=C1)(C1=CC=CC=C1)C1=CC=CC=C1)=O